3-butyl-carbazole C(CCC)C=1C=CC=2NC3=CC=CC=C3C2C1